tert-butyl 2-[2-(2,6-dioxo-3-piperidyl)-1,3-dioxo-isoindolin-4-yl]-2,7-diazaspiro[3.5]nonane-7-carboxylate O=C1NC(CCC1N1C(C2=CC=CC(=C2C1=O)N1CC2(C1)CCN(CC2)C(=O)OC(C)(C)C)=O)=O